CC12CC(NC2C1([2H])[2H])C(=O)NC1=NC(=CC=C1C)C(F)(F)F 5-methyl-N-(3-methyl-6-(trifluoromethyl)pyridin-2-yl)-2-azabicyclo[3.1.0]hexane-6,6-d2-3-carboxamide